5-(4-methoxyphenyl)-4-methylpenta-2,4-dienal COC1=CC=C(C=C1)C=C(C=CC=O)C